propyleneglycol dicaprylate C(CCCCCCC)(=O)OCC(C)OC(CCCCCCC)=O